4-(2-Hydroxypropan-2-yl)-N'-((3-methyl-2-(trifluoromethyl)-6,7-dihydro-5H-cyclopenta[b]pyridin-4-yl)carbamoyl)thiophene-2-sulfonimidamide OC(C)(C)C=1C=C(SC1)S(=O)(N)=NC(NC1=C2C(=NC(=C1C)C(F)(F)F)CCC2)=O